3-(4-amino-5-((2-((4,4-difluorocyclohexyl)amino)cyclohexyl)(methyl)amino)-1-oxoisoindolin-2-yl)piperidine-2,6-dione 3-Methylbut-2-enyl-2-(3-hydroxy-2-pentylcyclopentyl)acetat CC(=CCOC(CC1C(C(CC1)O)CCCCC)=O)C.NC1=C2CN(C(C2=CC=C1N(C)C1C(CCCC1)NC1CCC(CC1)(F)F)=O)C1C(NC(CC1)=O)=O